3-acetyl-1-(2-((2-((3-chloro-2-fluorobenzyl)amino)-2-oxoethyl)(isopropyl)amino)-2-oxoethyl)-1H-indazole-5-carboxylic acid C(C)(=O)C1=NN(C2=CC=C(C=C12)C(=O)O)CC(=O)N(C(C)C)CC(=O)NCC1=C(C(=CC=C1)Cl)F